4-bromo-N-[[4-(2-methylpropyloxy)phenyl]methyl]pyridin-2-amine BrC1=CC(=NC=C1)NCC1=CC=C(C=C1)OCC(C)C